2-(4-(trifluoromethyl)phenyl)ethanone FC(C1=CC=C(C=C1)CC=O)(F)F